ClC1=CC=C(C=C1)C1=NN(CC1C1=CC=CC=C1)/C(=N/S(=O)(=O)C1=CC=C(C=C1)F)/Cl (Z)-3-(4-chlorophenyl)-N-((4-fluorophenyl)sulfonyl)-4-phenyl-4,5-dihydro-1H-pyrazole-1-carbimidoyl chloride